C(C)(C)OC=1C=CC=C2C=NC(=NC12)N 8-isopropoxyquinazolin-2-amine